2,N6-Dioctadecanyl-2,6-pyridinedicarboxamide C(CCCCCCCCCCCCCCCCC)C1(NC(=CC=C1)C(=O)NCCCCCCCCCCCCCCCCCC)C(=O)N